ornithine hydrochloride Cl.N[C@@H](CCCN)C(=O)O